COC(C(CCCC)CC)=O.CC(CC)=O 2-butanone methyl-2-ethylhexanoate